triethylsilane sodium [Na].C(C)[SiH](CC)CC